C1(=CC=CC2=CC=CC=C12)C1=CC=C(C=C1)B(O)O 4-(naphthalen-1-yl)-phenylboronic acid